C(C)C(CC(C(=O)O)=CC1=CC=C(C=C1)OC)CCCC 2-ethylhexyl-p-methoxycinnamic acid